cysteine, hydroiodide I.N[C@@H](CS)C(=O)O